C[C@@H]1CC[C@H](N(C1)C(C(=O)NC=1C=C(C=NC1)C(=O)N)=O)C1=CC=C(C=C1)C1=NNC=C1 |o1:1,4| rel-5-[[2-[(2S,5R)-5-methyl-2-[4-(1H-pyrazol-3-yl)phenyl]-1-piperidyl]-2-oxo-acetyl]amino]pyridine-3-carboxamide